C(CCCCCCC)OC(C(CC1=CC2=CC=CC=C2C=C1)N)=O 2-amino-3-(naphthalene-2-yl)propionic acid octyl ester